COC.[Br] Bromine (methoxy)methane